C1(=CC=CC2=CC=CC=C12)C(C)N(C(OC(C)(C)C)=O)CC1OC2=CC=CC=C2/C(/C1)=N/NS(=O)(=O)C1=CC=C(C)C=C1 tert-Butyl (E)-(1-(naphthalen-1-yl)ethyl)((4-(2-tosylhydrazinyliden)chroman-2-yl)methyl)carbamat